N-(2-(tert-Butyl)-4-(dimethyl(phenyl)silyl)-5-hydroxyphenyl)-4-oxo-1,4-dihydroquinoline-3-carboxamide C(C)(C)(C)C1=C(C=C(C(=C1)[Si](C1=CC=CC=C1)(C)C)O)NC(=O)C1=CNC2=CC=CC=C2C1=O